(biphenylyl)(phenylcarbazolylphenyl)(dibenzothiophenyl)triazine C1(=C(C=CC=C1)C1=C(C(=NN=N1)C1=CC=CC=2SC3=C(C21)C=CC=C3)C3=C(C(=CC=C3)C3=CC=CC=C3)C3=CC=CC=2C1=CC=CC=C1NC32)C3=CC=CC=C3